4-cyano-N-(1-(4-(6-methoxy-4-methylpyridin-3-yl)phenyl)cyclobutyl)benzamide C(#N)C1=CC=C(C(=O)NC2(CCC2)C2=CC=C(C=C2)C=2C=NC(=CC2C)OC)C=C1